CC1=NC2=C(N1)C(=CC=C2)C(=O)N 2-methyl-1H-benzo[d]imidazole-7-carboxamide